[Cl-].C(C)OCC[NH3+] (β-ethoxyethyl)ammonium chloride